C(C)OC(=O)C1=C(NN=C1OCC(=O)C=1C=NC(=CC1)Br)C=1C=NN(C1C)CC12CC3CC(CC(C1)C3)C2 1'-(adamantan-1-ylmethyl)-5-(2-(6-bromopyridin-3-yl)-2-oxoethoxy)-5'-methyl-1'H,2H-[3,4'-bipyrazole]-4-carboxylic acid ethyl ester